ClC1=CC=C(C=C1)C(OCCN1[C@@H](CCC1)C)C1=CC=CC=C1 (2R)-1-{2-[(4-Chlorophenyl)(phenyl)methoxy]ethyl}-2-methylpyrrolidine